N1=C(NC2=C1C=CC=C2)SCCN2CCN(CC2)CC(=O)NC=2C(=NC(=CC2SC)C)SC 2-[4-[2-(benzimidazol-2-ylthio)ethyl]piperazin-1-yl]-N-[2,4-bis(methylthio)-6-methyl-3-pyridyl]acetamide